2,5-bis(octyldisulfanyl)-1,3,4-thiadiazole C(CCCCCCC)SSC=1SC(=NN1)SSCCCCCCCC